1-(4-(1-(azetidin-3-ylmethyl)piperidin-4-yl)-1H-pyrazol-1-yl)-N-(2-chloro-4-(trifluoromethyl)phenyl)cyclobutane-1-carboxamide N1CC(C1)CN1CCC(CC1)C=1C=NN(C1)C1(CCC1)C(=O)NC1=C(C=C(C=C1)C(F)(F)F)Cl